(4-(((6-(piperidin-4-yl)pyridin-2-yl)oxy)methyl)-3-(trifluoromethyl)phenyl)ethan-1-one N1CCC(CC1)C1=CC=CC(=N1)OCC1=C(C=C(C=C1)C(C)=O)C(F)(F)F